C(#CC#C)C1=C(C(=O)N)C=CC=C1 but-1,3-diynyl-benzamide